COC(=O)C=1NC2=CC(=C(C=C2C1)O)O 5,6-dihydroxyindole-2-carboxylic acid methyl ester